C(N)(=N)C1=CC=C(C=C1)C=1NC2=CC(=CC=C2C1)C(=N)N 2-(4-amidinophenyl)-1H-indole-6-formamidine